N-((2,6-dihydroxy-5'-methyl-4-pentyl-1',2',3',4'-tetrahydro-[1,1'-biphenyl]-3-yl)methyl)piperidine-1-carboxamide OC1=C(C(=CC(=C1CNC(=O)N1CCCCC1)CCCCC)O)C1CCCC(=C1)C